FC1=CC=C2[C@](C(NC2=C1F)=O)(C1=CC=C(C=C1)OC(F)(F)F)C1=CC(=C(C=C1)B(O)O)F (S)-(4-(6,7-difluoro-2-oxo-3-(4-(trifluoromethoxy)phenyl)indolin-3-yl)-2-fluoro-phenyl)boronic acid